NC=1N=NC(=CC1N1C[C@@H](OCC1)C1=CC=C(C(=O)N2CCC(CC2)CN2CCC(CC2)N2C(=CC3=C(C=CC=C23)N2CNCC=C2)C)C=C1)C1=C(C=CC=C1)O (s)-1-(1-(1-((1-(4-(4-(3-Amino-6-(2-hydroxyphenyl)pyridazin-4-yl)morpholin-2-yl)benzoyl)piperidin-4-yl)methyl)piperidin-4-yl)-2-methyl-1H-indol-4-yl)dihydropyrimidine